tert-butyl 4-(tert-butylcarbamoyl)-4-ethylpiperidine-1-carboxylate C(C)(C)(C)NC(=O)C1(CCN(CC1)C(=O)OC(C)(C)C)CC